1-tert-butyl 2-ethyl (2S,5R)-5-aminopiperidine-1,2-dicarboxylate N[C@@H]1CC[C@H](N(C1)C(=O)OC(C)(C)C)C(=O)OCC